butyl-1-methylpiperidinium acetate C(C)(=O)[O-].C(CCC)[N+]1(CCCCC1)C